glycyl-L-asparaginyl-L-prolinate NCC(=O)N[C@@H](CC(N)=O)C(=O)N1[C@@H](CCC1)C(=O)[O-]